O[C@@H]1C[C@H](N(C1)C(=O)OC(C)(C)C)C(NCC1=CC=C(C=C1)C1=C(N=CS1)C)=O tert-butyl (2S,4R)-4-hydroxy-2-[[4-(4-methylthiazol-5-yl)phenyl]methylcarbamoyl]pyrrolidine-1-carboxylate